C1=C(C=CC2=CC=CC=C12)C(=O)N[C@@H](C(=O)N1[C@@H](C[C@@H](C1)N1N=NC=C1C(C)(C)O)C(=O)N[C@@]1(CCOCCC1)C(C(=O)N)=O)CC1CCCCC1 |o1:33| (2S,4S)-1-((R)-2-(2-naphthoylamino)-3-cyclohexylpropionyl)-N-((S or R)-4-(2-amino-2-oxoacetyl)oxepan-4-yl)-4-(5-(2-hydroxypropan-2-yl)-1H-1,2,3-triazol-1-yl)pyrrolidine-2-carboxamide